C(C)(C)(C)OC(=O)N[C@@H]1CC[C@H](CC1)C(=O)O Trans-4-(t-butoxycarbonylamino)cyclohexanecarboxylic acid